ClC=1C(=CC(=NC1)OC)C1=CC(=NN1)C(=O)N1CCC(CC1)C(=O)NC1COCC2=CC=CC=C12 1-(5-(5-chloro-2-methoxypyridin-4-yl)-1H-pyrazole-3-carbonyl)-N-(isochroman-4-yl)piperidine-4-carboxamide